nonamethyl-tetrasiloxane C[SiH](O[Si](O[Si](O[Si](C)(C)C)(C)C)(C)C)C